O1CCC(CC1)C1(CCNCC1)C(=O)OCC Ethyl 4-(tetrahydro-2H-pyran-4-yl)piperidine-4-carboxylate